N-(4-cyanobenzyl)-1-methyl-2-oxo-8-((1-(N-(thiazol-2-yl)sulfamoyl)cyclopropyl)methoxy)-1,2-dihydropyrido[2,3-d]pyridazine-3-carboxamide C(#N)C1=CC=C(CNC(=O)C2=CC=3C(=C(N=NC3)OCC3(CC3)S(NC=3SC=CN3)(=O)=O)N(C2=O)C)C=C1